benzyl 2-(2-methyl-5-nitrophenyl)cyclobutane-1-carboxylate CC1=C(C=C(C=C1)[N+](=O)[O-])C1C(CC1)C(=O)OCC1=CC=CC=C1